methyl 4-(4-aminothiazol-2-yl)-2-methoxy-benzoate NC=1N=C(SC1)C1=CC(=C(C(=O)OC)C=C1)OC